disilylbis(2-methylindenyl)zirconium dichloride [Cl-].[Cl-].[SiH3][Zr](C1C(=CC2=CC=CC=C12)C)(C1C(=CC2=CC=CC=C12)C)[SiH3]